OC(=CC(=O)[O-])CCCCCCC=C 3-hydroxyundecen-10-enoat